CN1N=C(C(=C1)C1=C(N=C(C=2N1N=CC2)N2CCC1(CC2)[C@@H](C=2C(=NC=CC2)C1)N)C)C (5S)-1'-[7-(1,3-dimethylpyrazol-4-yl)-6-methyl-pyrazolo[1,5-a]pyrazin-4-yl]spiro[5,7-dihydrocyclopenta[b]pyridine-6,4'-piperidine]-5-amine